3-(morpholine-4-carbonyl)-2H-[1,4'-bipyridin]-2-one N1(CCOCC1)C(=O)C=1C(N(C=CC1)C1=CC=NC=C1)=O